[(3R)-3-(Tetrazol-1-yl)pyrrolidin-1-yl]-[3-[4-[4-(trifluoromethyl)pyrimidin-2-yl]oxyphenyl]azetidin-1-yl]methanone N1(N=NN=C1)[C@H]1CN(CC1)C(=O)N1CC(C1)C1=CC=C(C=C1)OC1=NC=CC(=N1)C(F)(F)F